(S)-N-(1-OXO-3-PHENYLPROPAN-2-YL)-1-PHENYL-1H-PYRAZOLE-5-CARBOXAMIDE O=C[C@H](CC1=CC=CC=C1)NC(=O)C1=CC=NN1C1=CC=CC=C1